OC(COCCCOCCC[Si](O[Si](C)(C)C)(O[Si](C)(C)C)O[Si](C)(C)C)COC(C(=C)C)=O 2-hydroxy-3-methacryloxypropoxypropoxy-propyl-tris(trimethylsiloxy)silane